(7-azaspiro[3.5]nonan-2-yl)methanone C1C(CC12CCNCC2)C=O